OCCN1C=NC=2N=C(NC(C12)=O)N 7-(2-hydroxyethyl)-guanine